Cl.NC(C(=O)NC1=CC=C(C=C1)C1=NC(=CN=C1)OCC)C=1N=C(SC1)NS(=O)(=O)C1CC1 2-amino-2-(2-(cyclopropanesulphonylamino)thiazol-4-yl)-N-(4-(6-ethoxypyrazin-2-yl)phenyl)acetamide hydrochloride